3-(2-Imidazo[1,2-b]pyridazin-3-ylethynyl)-4-methyl-N-[4-[(4-methylpiperazin-1-yl)methyl]-3-(trifluoromethyl)phenyl]benzamide N=1C=C(N2N=CC=CC21)C#CC=2C=C(C(=O)NC1=CC(=C(C=C1)CN1CCN(CC1)C)C(F)(F)F)C=CC2C